methyl 1-(trans-1-(tert-butoxycarbonyl)-4-((4-(trifluoromethyl)benzyl)oxy)pyrrolidin-3-yl)-1H-1,2,3-triazole-4-carboxylate C(C)(C)(C)OC(=O)N1C[C@H]([C@@H](C1)OCC1=CC=C(C=C1)C(F)(F)F)N1N=NC(=C1)C(=O)OC